N-(5-(cyclopropylethynyl)-1,3,4-thiadiazol-2-yl)-2''-(difluoromethyl)-5''-methoxy-4-methyl-2-oxo-2H-[1,2':4',4''-terpyridine]-5'-carboxamide C1(CC1)C#CC1=NN=C(S1)NC(=O)C=1C(=CC(=NC1)N1C(C=C(C=C1)C)=O)C1=CC(=NC=C1OC)C(F)F